C(C)N(CCCNC(=O)C1=CC2=C(N3C(S2)=NC(=C3)C3=C(C(=CC=C3)C)F)C=C1)CC N-(3-(diethylamino)propyl)-2-(2-fluoro-3-methylphenyl)benzo[d]imidazo[2,1-b]thiazole-7-carboxamide